3-(1,4-dioxan-2-yl)-4-methylbenzoic acid O1C(COCC1)C=1C=C(C(=O)O)C=CC1C